C(C1=CC=CC=C1)(=O)N1C=C(C2=CC=CC(=C12)OC)/C=C/C(=O)NCCC1=C(C=CC=C1)C1=CC=CC=C1 (E)-3-(1-benzoyl-7-methoxyindol-3-yl)-N-[2-(2-phenylphenyl)ethyl]prop-2-enamide